3-(2-benzyloxy-3-bicyclo[4.2.0]octa-1(6),2,4-trienyl)-4-methyl-6-[[(3R)-1-benzyl-3-piperidyl]amino]-1,2,4-triazin-5-one C(C1=CC=CC=C1)OC=1C=2CCC2C=CC1C1=NN=C(C(N1C)=O)N[C@H]1CN(CCC1)CC1=CC=CC=C1